tert-butyl (3S)-3-[4-[3-cyano-4-[(1R)-1-methylpropyl]sulfanyl-pyrazolo[1,5-a]pyridin-6-yl]pyrazol-1-yl]piperidine-1-carboxylate C(#N)C=1C=NN2C1C(=CC(=C2)C=2C=NN(C2)[C@@H]2CN(CCC2)C(=O)OC(C)(C)C)S[C@@H](CC)C